N-(1-oxothietan-3-yl)benzamide O=S1CC(C1)NC(C1=CC=CC=C1)=O